S-(1-piperidinylmethyl) ethanethioate hydrochloride Cl.C(C)(SCN1CCCCC1)=O